C12(CC(C1)C2)NC(CC=2C(N(C1=NC=C(C=C1C2O)Br)CCN2CCOCC2)=O)=O N-(bicyclo[1.1.1]pentan-1-yl)-2-(6-bromo-4-hydroxy-1-(2-morpholinoethyl)-2-oxo-1,2-dihydro-1,8-naphthyridin-3-yl)acetamide